tert-butyl (R)-2-((1,3-dioxoisoindolin-2-yl)methyl)indoline-1-carboxylate O=C1N(C(C2=CC=CC=C12)=O)C[C@@H]1N(C2=CC=CC=C2C1)C(=O)OC(C)(C)C